S[SiH2]N mercapto-aminosilane